CN(CCCCNC1=C(C=CC=C1)S(=O)(=O)NC1=C(C2=C([C@@H]3[C@H](CO2)OCC3)C=C1)C(=O)O)C |r| (3aRS,9bRS)-7-[2-(4-dimethylamino-butylamino)-benzenesulfonylamino]-1,3a,4,9b-tetrahydro-2H-furo[2,3-c]benzopyran-6-carboxylic acid